CN(CCCC(=O)OCCN(CCCCCC(=O)OC(CCCCCCCC)CCCCCCCC)CCCCCC(=O)OCCCCCCCCCCC(C)C)C heptadecan-9-yl 6-((2-((4-(dimethylamino)butanoyl)oxy)ethyl)(6-((11-methyldodecyl)oxy)-6-oxohexyl)amino)hexanoate